tert-Butyl (R)-3-((S)-2-amino-3-methoxypropanamido)-3-(4-chlorobenzyl)piperidine-1-carboxylate N[C@H](C(=O)N[C@@]1(CN(CCC1)C(=O)OC(C)(C)C)CC1=CC=C(C=C1)Cl)COC